N1=CC=C(C=C1)C=1NC2=NC(=NC=C2N1)C(=O)N 8-(pyridin-4-yl)-9H-purine-2-carboxamide